3-(2,2-dimethyl-7-oxo-2,3,7,9-tetrahydro-8H-spiro[pyrano[2,3-e]isoindole-4,2'-[1,3]dioxolan]-8-yl)piperidine-2,6-dione CC1(CC2(OCCO2)C=2C(=C3CN(C(C3=CC2)=O)C2C(NC(CC2)=O)=O)O1)C